ClC1=C(CN2C3=C(C4=CC=CC=C24)C=C(N=C3C)C3=CN=CO3)C=CC=C1 5-(9-(2-chlorobenzyl)-1-methyl-9H-pyrido[3,4-b]indol-3-yl)oxazole